ClC=1C=CC(=NC1)C1=NN=C(O1)NC=1C=CC(=NC1)C#N 5-((5-(5-Chloropyridin-2-yl)-1,3,4-oxadiazol-2-yl)amino)picolinonitrile